ClC1C2C=CC(C1)C2 2-chlorobicyclo[2.2.1]Hept-5-ene